C(C)(C)(C)OC(=O)N1C(COCC1)C=CC(=O)OCC (3-ethoxy-3-oxoprop-1-en-1-yl)morpholine-4-carboxylic acid tert-butyl ester